FC=1C=CC(=NC1)OC[C@@H]1N(C2CC([C@@H]1C)C2)C(=O)C2=NC(=CC=C2C2=NC=CC=N2)C (3R,4S)-3-{[(5-Fluoropyridin-2-yl)oxy]methyl}-4-methyl-2-[6-methyl-3-(pyrimidin-2-yl)pyridine-2-carbonyl]-2-azabicyclo[3.1.1]heptane